5-bromo-7-(difluoromethyl)-N-methyl-1H-indole-3-carboxamide BrC=1C=C2C(=CNC2=C(C1)C(F)F)C(=O)NC